[Mn](=O)(=O)([O-])[O-].[Nd+3].OC1=CC(=C2CNC(C2=C1)=O)C(F)(F)F.[Mn](=O)(=O)([O-])[O-].[Mn](=O)(=O)([O-])[O-].[Nd+3] 6-hydroxy-4-(trifluoromethyl)isoindolin-1-one Neodymium manganate